4-(N-(1-METHYLPIPERIDIN-4-YL)SULFAMOYL)PHENYLBORONIC ACID B1(OC(C(O1)(C)C)(C)C)C2=CC=C(C=C2)S(=O)(=O)NC3CCN(CC3)C